OCCC=COC(CCC)=O Hydroxybutenyl-butyrate